COC=1C=C2C(=NC=NC2=CC1OC)C=1C=CC(=NC1)CNS(=O)(=O)NC(OC(C)(C)C)=O tert-butyl (N-((5-(6,7-dimethoxyquinazolin-4-yl)pyridin-2-yl)methyl)sulfamoyl)carbamate